2-Chloro-N-(5-(2-(((1r,4r)-4-(dimethylamino)cyclohexyl)amino)-8-isopropyl-7-oxo-7,8-dihydropyrido[2,3-d]pyrimidin-6-yl)pyridin-2-yl)benzenesulfonamide ClC1=C(C=CC=C1)S(=O)(=O)NC1=NC=C(C=C1)C1=CC2=C(N=C(N=C2)NC2CCC(CC2)N(C)C)N(C1=O)C(C)C